(R)-Pentan-2-ol C[C@H](CCC)O